C1(=CC=C(C=C1)N(C1=CC=2C(C3=CC=CC=C3C2C=C1)(C)C)C1=CC=C(C=C1)C1=CC2=C(SC3=C2C=C(C=C3)C=3C=CC=2N(C4=CC=CC=C4C2C3)C3=CC=CC=C3)C=C1)C1=CC=CC=C1 N-([1,1'-biphenyl]-4-yl)-9,9-dimethyl-N-(4-(8-(9-phenyl-9H-carbazol-3-yl)dibenzo[b,d]thiophen-2-yl)phenyl)-9H-fluoren-2-amine